(S)-5-((((3'-chloro-2'-(2-chloro-3-((2-fluoro-3-(((((S)-oxetan-2-yl)methyl)amino)methyl)phenyl)amino)phenyl)-6-methoxy-[2,4'-bipyridin]-5-yl)methyl)amino)methyl)pyrrolidin-2-one ClC=1C(=NC=CC1C1=NC(=C(C=C1)CNC[C@@H]1CCC(N1)=O)OC)C1=C(C(=CC=C1)NC1=C(C(=CC=C1)CNC[C@H]1OCC1)F)Cl